O[C@H]1[C@@H](N(C1)C=1N=C(C2=C(N1)CCC2)C=2C=C(C=CC2)S(=O)(=O)N)C 3-[2-[(2S,3R)-3-hydroxy-2-methyl-azetidin-1-yl]-6,7-dihydro-5H-cyclopenta[d]pyrimidin-4-yl]benzenesulfonamide